5-ethynyl-6-fluoro-4-(8-fluoro-4-((R)-6-fluoro-1,4-oxazepan-4-yl)-2-(((2R,7aS)-2-fluorotetrahydro-1H-pyrrolizin-7a(5H)-yl)methoxy)pyrido[4,3-d]pyrimidin-7-yl)naphthalen-2-ol C(#C)C1=C2C(=CC(=CC2=CC=C1F)O)C1=C(C=2N=C(N=C(C2C=N1)N1CCOC[C@@H](C1)F)OC[C@]12CCCN2C[C@@H](C1)F)F